C(C)OC(=O)N1CC2(CC(C2)N2C[C@H]3C([C@H]3C2)C(N(CC)C2CC2)=O)CC1 2-{(1r,5s,6r)-6-[cyclopropyl-(ethyl)carbamoyl]-3-azabicyclo[3.1.0]hex-3-yl}-6-azaspiro[3.4]octane-6-carboxylic acid ethyl ester